OCC1(CC1)C(C)NC=1C(=CNC(C1)=O)C(=O)N 4-((1-(1-(hydroxymethyl)cyclopropyl)ethyl)amino)-6-oxo-1,6-dihydropyridine-3-carboxamide